3-[(6-cyano-5-methylsulfonylpyridin-3-yl)amino]-2-hydroxy-2-methyl-3-oxo-propionic acid ethyl ester C(C)OC(C(C(=O)NC=1C=NC(=C(C1)S(=O)(=O)C)C#N)(C)O)=O